6-fluoro-2-methylpyrido[3,4-d]pyrimidin-4-amine FC1=CC2=C(N=C(N=C2N)C)C=N1